C(=C)C1=C2C=CC=CC2=CC=C1 5-vinylnaphthalen